2,6-Diiodonaphthalene IC1=CC2=CC=C(C=C2C=C1)I